2-(2-((5-(3-(aminomethyl)phenyl)-7-((cyclopropylmethyl)amino)benzofuran-3-yl)methoxy)phenyl)acetic acid NCC=1C=C(C=CC1)C=1C=C(C2=C(C(=CO2)COC2=C(C=CC=C2)CC(=O)O)C1)NCC1CC1